N-(2-isobutyl-2-azaspiro[3.3]heptan-6-yl)-5-(1,5-naphthyridin-2-yl)pyrrolo[2,1-f][1,2,4]triazin-2-amine C(C(C)C)N1CC2(C1)CC(C2)NC2=NN1C(C=N2)=C(C=C1)C1=NC2=CC=CN=C2C=C1